C(=O)(O)C(=O)C=1C(=C(C=C(C1C(=O)O)Cl)C(=O)O)Cl 3-(carboxyl-carbonyl)-2,5-dichlorobenzene-1,4-dicarboxylic acid